3-fluoro-1-{[(3S)-3-methyl-6-(3,3,3-trifluoropropoxy)-3,4-dihydro-2-naphthalenyl]methyl}-3-azetidinecarboxylic acid FC1(CN(C1)CC1=CC2=CC=C(C=C2C[C@@H]1C)OCCC(F)(F)F)C(=O)O